FC[C@H](CN(CC[C@@H](C(=O)O)NC1=NC=NC2=CC(=CC=C12)F)CCCCC1=NC=2NCCCC2C=C1)OC (S)-4-(((S)-3-fluoro-2-methoxypropyl)(4-(5,6,7,8-tetrahydro-1,8-naphthyridin-2-yl)butyl)amino)-2-((7-fluoroquinazolin-4-yl)amino)butanoic acid